Hafnium dysprosium oxide [O-2].[Dy+3].[Hf+4]